COC=1C=CC=2C3=C(N=NC2C1)C=NN3 7-methoxy-1H-pyrazolo[4,3-C]cinnoline